5-Fluoropyridine-3-carboxylic acid hydrazide FC=1C=C(C=NC1)C(=O)NN